CC=1C(=C(C=CC1)C=CC1=CC=CC=C1)C Bis-methylstyrylbenzol